3-(5-cyclobutyl-1,3-thiazol-2-yl)-5-(tetrahydro-2H-pyran-4-ylmethoxy)benzoic acid C1(CCC1)C1=CN=C(S1)C=1C=C(C(=O)O)C=C(C1)OCC1CCOCC1